tert-butyl 4-(5-bromo-1H-indazol-1-yl)piperidine-1-carboxylate BrC=1C=C2C=NN(C2=CC1)C1CCN(CC1)C(=O)OC(C)(C)C